C(C(C)C)N(S(=O)(=O)C1=CC2=CC=CC=C2C=C1)C=1C=C(C(=O)O)C=CC1 3-(N-isobutylnaphthalene-2-sulfonamido)benzoic acid